(3-fluoro-2-(pyrimidin-2-yl)phenyl)((1S,4R,6R)-6-((5-methylpyrazin-2-yl)oxy)-2-azabicyclo[2.2.2]oct-2-yl)methanone FC=1C(=C(C=CC1)C(=O)N1[C@@H]2[C@@H](C[C@H](C1)CC2)OC2=NC=C(N=C2)C)C2=NC=CC=N2